[N+](=O)([O-])C1=C(C2=C(OCOC2)C=C1)C(CCNC(OC(C1=CC=CC=C1)C)=O)=O methylbenzyl (3-(6-nitrobenzo[d][1,3]dioxan-5-yl)-3-oxopropyl)carbamate